NC=1C=C(C=CC1)C1(CCC1)NC(OC(C)(C)C)=O tert-Butyl (1-(3-aminophenyl)cyclobutyl)carbamate